4-((1R,5R)-2-acryloyl-2,6-diazabicyclo[3.2.0]hept-6-yl)-6-fluoro-2-((tetrahydro-1H-pyrrolizin-7a(5H)-yl)methoxy)-7-(5,6,7,8-tetrahydroisoquinolin-4-yl)quinoline-3-acetonitrile C(C=C)(=O)N1[C@@H]2CN([C@@H]2CC1)C1=C(C(=NC2=CC(=C(C=C12)F)C1=CN=CC=2CCCCC12)OCC12CCCN2CCC1)CC#N